Diadamantyl-(n-butyl)phosphine C12(CC3CC(CC(C1)C3)C2)P(CCCC)C23CC1CC(CC(C2)C1)C3